ClC1=CC=C(C=2NC(=NC21)C(=O)N2[C@@H](C1=C(CC2)N=CS1)C)F (R)-(4-Chloro-7-fluoro-1H-benzo[d]imidazol-2-yl)(4-methyl-6,7-dihydrothiazolo[5,4-c]pyridin-5(4H)-yl)methanone